(2S,3R)-3-((2-aminopyridin-4-yl)methyl)-N2-(1-methyl-1H-imidazol-2-yl)-N1-((R)-1-phenylpropyl)-N2-methyl-4-oxoazetidine-1,2-dicarboxamide NC1=NC=CC(=C1)C[C@@H]1[C@H](N(C1=O)C(=O)N[C@H](CC)C1=CC=CC=C1)C(=O)N(C)C=1N(C=CN1)C